3-vinyl-4-fluorobenzeneboronic acid C(=C)C=1C=C(C=CC1F)B(O)O